P(=O)(OCCCCCC)([O-])[O-] n-Hexyl Phosphate